allyl N-[(5R)-5-(allyloxycarbonylamino)-6-[4-hydroxy-3-(hydroxymethyl)anilino]-6-oxo-hexyl]carbamate C(C=C)OC(=O)N[C@H](CCCCNC(OCC=C)=O)C(=O)NC1=CC(=C(C=C1)O)CO